6-(4-fluoro-1H-pyrazol-1-yl)nicotinic acid methyl ester COC(C1=CN=C(C=C1)N1N=CC(=C1)F)=O